6-methyl-2-[(1S)-4-methylcyclohex-3-en-1-yl]hept-5-en-2-ol CC(=CCCC(C)(O)[C@@H]1CC=C(CC1)C)C